CCCOC(=O)C The molecule is an acetate ester obtained by the formal condensation of acetic acid with propanol. It has a role as a fragrance and a plant metabolite. It derives from a propan-1-ol.